(1H,3H)-triazine N1NNCC=C1